N1C=NC2=C1CN(C2)C(=O)[O-] 4,6-dihydropyrrolo[3,4-d]imidazol-5(1H)-carboxylate